BrC=1C=C2N=C(C(=NC2=C(C1)C)O)C 6-bromo-3,8-dimethylquinoxalin-2-ol